FC(OC1=CC=C(C=C1)N1N=C(C=2C1=NC=CC2C=C)N2CCN(CC2)C(=O)OC(C)(C)C)(F)F tert-butyl 4-(1-(4-(trifluoromethoxy)phenyl)-4-vinyl-1H-pyrazolo[3,4-b]pyridin-3-yl)piperazine-1-carboxylate